3-(2-acetamido-1H-benzo[d]imidazol-6-yl)-N-(pyridin-2-ylmethyl)benzamide C(C)(=O)NC1=NC2=C(N1)C=C(C=C2)C=2C=C(C(=O)NCC1=NC=CC=C1)C=CC2